C1(CC1)C(=O)NC1=NC=C(C(=O)NOC)C(=C1)NC1=C(C(=CC=C1)C1=NC2=C(N1C)C=CC=C2)OC 6-(Cyclopropanamido)-N-methoxy-4-((2-methoxy-3-(1-methyl-1H-benzo[d]imidazol-2-yl)phenyl)amino)nicotinamide